(2-(6-((2R,4S)-4-fluoro-2-(5-fluoro-2-methoxypyridin-3-yl)pyrrolidin-1-yl)imidazo[1,2-b]pyridazin-3-yl)pyridin-4-yl)ethanol F[C@H]1C[C@@H](N(C1)C=1C=CC=2N(N1)C(=CN2)C2=NC=CC(=C2)C(C)O)C=2C(=NC=C(C2)F)OC